3-bromo-5-(2-fluorophenyl)-2,6-dimethyl-7H-thieno[3,2-b]pyran-7-one BrC1=C(SC2=C1OC(=C(C2=O)C)C2=C(C=CC=C2)F)C